7-bromo-5-(trifluoromethyl)benzo[d]thiazole BrC1=CC(=CC=2N=CSC21)C(F)(F)F